8,8'-(((1S,4S)-4-HYDROXYCYCLOHEXYL)AZANEDIYL)BIS(N-DECYL-N-HEXYLOCTANAMIDE) OC1CCC(CC1)N(CCCCCCCC(=O)N(CCCCCCCCCC)CCCCCC)CCCCCCCC(=O)N(CCCCCC)CCCCCCCCCC